C1(=CC=C(C=C1)[C@@]12CN(C[C@H]2C1)C(=O)C1CC2(C1)NC(OC2)=O)C (2s,4s)-2-((1r,5s)-1-(p-tolyl)-3-azabicyclo[3.1.0]hexane-3-carbonyl)-7-oxa-5-azaspiro[3.4]octane-6-one